P(=O)(O)(O)COCCN1C=2N=C(NC(C2N=C1)=O)N 9-[2-(phosphonomethoxy)ethyl]guanine